2,4-dichloro-1-methyl-1H-imidazole-5-carbaldehyde ClC=1N(C(=C(N1)Cl)C=O)C